NC=1C=CC(=C(C1)S(=O)(=O)NC1(CC1)CC1=NC=CC=C1)C 5-amino-2-methyl-N-[1-(2-pyridylmethyl)cyclopropyl]benzenesulfonamide